7-(4-bromo-3-chloro-benzoyl)-2-[4-(cyclopropoxy)phenyl]-3-oxo-N-[(2-pyrazol-1-ylphenyl)methyl]-6,8-dihydro-5H-imidazo[1,5-a]pyrazine-1-carboxamide BrC1=C(C=C(C(=O)N2CC=3N(CC2)C(N(C3C(=O)NCC3=C(C=CC=C3)N3N=CC=C3)C3=CC=C(C=C3)OC3CC3)=O)C=C1)Cl